C(C)OC(CC1CN(CCC1)C=1C(=NC(=CC1[N+](=O)[O-])Br)CC)=O 2-(1-(6-bromo-2-ethyl-4-nitropyridin-3-yl)piperidin-3-yl)acetic acid ethyl ester